F[P-](F)(F)(F)(F)F.N1=CC=CC2=CC=C3C=CC=NC3=C12 (1,10-phenanthroline) hexafluorophosphate